methyl 3-(9-((4-(aminomethyl)phenyl)carbamoyl)-4,5-dihydrobenzo[b]thieno[2,3-d]oxepin-8-yl)-6-((2,2,2-trifluoroethyl)carbamoyl)picolinate NCC1=CC=C(C=C1)NC(=O)C1=CC2=C(OCCC3=C2SC=C3)C=C1C=1C(=NC(=CC1)C(NCC(F)(F)F)=O)C(=O)OC